3-(methoxymethylene)benzofuran-2(3H)-one COC=C1C(OC2=C1C=CC=C2)=O